(S)-4-(5-(3,5-dimethylisoxazol-4-yl)-1-((trans)-4-(methoxy-d3)cyclohexyl)-1H-benzo[d]imidazol-2-yl)-1-methyltetrahydropyrimidin-2(1H)-one CC1=NOC(=C1C1=CC2=C(N(C(=N2)[C@H]2NC(N(CC2)C)=O)[C@@H]2CC[C@H](CC2)OC([2H])([2H])[2H])C=C1)C